Azacyclododecane-7-carboxylic acid tert-butyl ester C(C)(C)(C)OC(=O)C1CCCCCNCCCCC1